(8'-bromo-4'H-spiro[cyclopropane-1,5'-naphtho[2,1-d]isoxazol]-3'-yl)-2,6-dimethoxy-4-(2-morpholino-2-oxoethyl)benzenesulfonamide BrC1=CC=C2C3(CC=4C(=NOC4C2=C1)C=1C(=C(C(=CC1CC(=O)N1CCOCC1)OC)S(=O)(=O)N)OC)CC3